3-methyl-4-[4-(trifluoromethyl)phenyl]-3H,4H-[1,2,3]tri-azolo[4,5-b]indole-7-carboxylic acid CN1N=NC2=C1N(C=1C=CC(=CC21)C(=O)O)C2=CC=C(C=C2)C(F)(F)F